C(C)(C)(C)OC(=O)N(C1=NN2C(C=CC(=C2)C(C)(C)C#N)=C1S(=O)(=O)CC)CC1=NC=C(C=C1C(=O)OCC)C(F)(F)F ethyl 2-[[tert-butoxycarbonyl-[6-(1-cyano-1-methyl-ethyl)-3-ethylsulfonyl-pyrazolo[1,5-a]pyridin-2-yl]amino]methyl]-5-(trifluoromethyl)pyridine-3-carboxylate